NCC1C(CN(C1)C1=C(C=NC=2NC3=C(C=C(C=C3C21)F)NC)C=2C=C(C=NC2)C#N)(F)F 5-[4-[4-(Aminomethyl)-3,3-difluoropyrrolidin-1-yl]-6-fluoro-8-(methylamino)-9H-pyrido[2,3-b]indol-3-yl]pyridin-3-carbonitril